1,3-dichloro-6-trifluoromethyl-9-phenanthreneformaldehyde ClC1=CC(=CC=2C3=CC(=CC=C3C(=CC12)C=O)C(F)(F)F)Cl